2-[benzenesulfonyl-(2-bromo-5-trifluoromethyl-phenyl)-amino]-N-pyridin-4-ylmethyl-acetamide C1(=CC=CC=C1)S(=O)(=O)N(CC(=O)NCC1=CC=NC=C1)C1=C(C=CC(=C1)C(F)(F)F)Br